5-(5-fluoro-2-methoxypyridin-4-yl-pyrazole-3-carbonyl)-4-azaspiro[2.5]octane-7-carboxamide FC=1C(=CC(=NC1)OC)C=1C(=NNC1)C(=O)C1NC2(CC2)CC(C1)C(=O)N